BrC1N(C(=CC=C1)Br)C 2,6-dibromo-N-methylpyridine